1H-pyridin-6-one N1C=CC=CC1=O